C(C)(C)(C)OC(CCC1(NC(NC1=O)=O)C=1N(C=CN1)CC)=O 3-(4-(1-Ethyl-1H-imidazol-2-yl)-2,5-dioxoimidazolidin-4-yl)propionic acid tert-butyl ester